2-β-hydroxyethyl-para-phenylenediamine OCCC1=C(C=CC(=C1)N)N